hexadecyl-thiophosphocholine C(CCCCCCCCCCCCCCC)C(OP(=S)([O-])O)C[N+](C)(C)C